1,4-dihydro-2H-pyrimido[4,5-d][1,3]oxazin-2-one N1C(OCC2=C1N=CN=C2)=O